tert-butyl (3S)-4-(6-fluoro-7-(2-fluoro-6-(2-methoxyethoxy)phenyl)-1-(2-isopropyl-4-methylpyridin-3-yl)-2-oxo-1,2-dihydropyrido[2,3-d]pyrimidin-4-yl)-3-methylpiperazine-1-carboxylate FC1=CC2=C(N(C(N=C2N2[C@H](CN(CC2)C(=O)OC(C)(C)C)C)=O)C=2C(=NC=CC2C)C(C)C)N=C1C1=C(C=CC=C1OCCOC)F